FC(C1=NNC2=C1C=NC=C2)(F)F 3-(trifluoromethyl)-1H-pyrazolo[4,3-c]pyridine